ClC1=C2C(=C(NC2=CC=C1F)C(=O)N1C[C@H]2N(CC1)C(OC2)=O)F (R)-7-(4-chloro-3,5-difluoro-1H-indole-2-carbonyl)hexahydro-3H-oxazolo[3,4-a]pyrazin-3-one